BrC1=NC=C(C2=C1SC=C2)C(=O)OC methyl 7-bromothieno[2,3-c]pyridine-4-carboxylate